{5'-chloro-3'-fluoro-2'-[(5-methylpyridine-3-sulfonyl)amino][1,1'-biphenyl]-4-yl}acetic acid ClC=1C=C(C(=C(C1)C1=CC=C(C=C1)CC(=O)O)NS(=O)(=O)C=1C=NC=C(C1)C)F